4-((2-((3-(Aminomethyl)phenoxy)methyl)-4-(2-fluorophenyl)pyrrolidin-1-yl)sulfonyl)thiomorpholine 1,1-dioxide NCC=1C=C(OCC2N(CC(C2)C2=C(C=CC=C2)F)S(=O)(=O)N2CCS(CC2)(=O)=O)C=CC1